CC1=NN(C=C1NC1=NC=C(C(=N1)NCCCN1C(CCCCC1)=O)C(F)(F)F)C1CN(CC1)C 1-(3-((2-((3-methyl-1-(1-methylpyrrolidin-3-yl)-1H-pyrazol-4-yl)amino)-5-(trifluoromethyl)pyrimidin-4-yl)amino)propyl)azepan-2-one